Neodymium (2-ethyl-2-propyl-octanoic acid) C(C)C(C(=O)O)(CCCCCC)CCC.[Nd]